ClC1=C(C=C(C=2CN3[C@@H](COC21)CNCC3)OC)C3=C(C=CC=C3F)O 2-[(12aR)-10-chloro-7-methoxy-1,2,3,4,12,12a-hexahydro-6H-pyrazino[2,1-c][1,4]benzooxazepin-9-yl]-3-fluorophenol